(S)-(7-(3,4-dimethoxyphenyl)pyrazolo[1,5-a]pyrimidin-2-yl)(3-methyl-4-(thiophene-2-carbonyl)piperazin-1-yl)methanone COC=1C=C(C=CC1OC)C1=CC=NC=2N1N=C(C2)C(=O)N2C[C@@H](N(CC2)C(=O)C=2SC=CC2)C